ClC1=CC(=C(COC2=C(C=CC(=N2)C2=CC(N(C=C2F)CC2=NC3=C(N2[C@@H]2COCC2(C)C)C=C(C=C3F)C(=O)O)=O)F)C=C1)F (S)-2-((6-((4-chloro-2-fluorobenzyl)oxy)-5,5'-difluoro-2'-oxo-[2,4'-bipyridin]-1'(2'H)-yl)methyl)-1-(4,4-dimethyltetrahydrofuran-3-yl)-4-fluoro-1H-benzo[d]imidazole-6-carboxylic acid